(E)-N-(3-imino-3-(methylamino)propyl)-4-(4-(4-(3-methoxystyryl)benzamido)-1-methyl-1H-pyrrole-2-carboxamido)-1-methyl-1H-pyrrole-2-carboxamide N=C(CCNC(=O)C=1N(C=C(C1)NC(=O)C=1N(C=C(C1)NC(C1=CC=C(C=C1)\C=C\C1=CC(=CC=C1)OC)=O)C)C)NC